2-cyclopropyl-4-fluoro-5-methoxybenzoic acid C1(CC1)C1=C(C(=O)O)C=C(C(=C1)F)OC